(3-methoxy-4-((3-(3-(2,2,2-trifluoroethyl)-7-(((E)-1,3,5-trimethylpiperidin-4-yl)amino)benzo[b]thiophen-2-yl)prop-2-yn-1-yl)amino)phenyl)dimethylphosphine oxide COC=1C=C(C=CC1NCC#CC1=C(C2=C(S1)C(=CC=C2)NC2C(CN(CC2C)C)C)CC(F)(F)F)P(C)(C)=O